dimethyl-oxo-lambda6-sulfane C[SH2](=O)C